N1=NC=CC2=C1C=CC=C2 benzo-ortho-diazine